Cl.N[C@H](C(=O)OC)CC (S)-methyl 2-aminobutanoate hydrochloride